N-ethylbutylamine C(C)NCCCC